Cl.N(=[N+]=[N-])C=1C=C(C=CC1)C[C@H](C(=O)O)[C@@H]1CNCC1 (2S)-3-(3-Azidophenyl)-2-[(3R)-pyrrolidin-3-yl]propanoic acid hydrochloride